2-acetamido-N-β-aspartyl-2-deoxyhexopyranosylamine CC(=O)NC1C(C(C(OC1NC(=O)CC(C(=O)O)N)CO)O)O